triethylene glycol n-butyl methyl ether COCCOCCOCCOCCCC